FC1=CC(=C(C(=O)N)C=C1CC1=C(C(=NC=C1)NS(NCCOC)(=O)=O)F)NC1=C(C=C(C=C1)I)F 4-fluoro-2-(2-fluoro-4-iodoanilino)-5-[[3-fluoro-2-(2-methoxyethylsulfamoylamino)pyridin-4-yl]methyl]benzamide